Isopropyl ((((R)-2-acetamido-3-amino-3-oxopropyl)thio) (phenoxy) phosphoryl)-L-alaninate C(C)(=O)N[C@@H](CSP(=O)(OC1=CC=CC=C1)N[C@@H](C)C(=O)OC(C)C)C(=O)N